ClC1=CC2=C(C=N1)C=CN2S(=O)(=O)C2=CC=CC=C2 6-chloro-1-(phenylsulfonyl)-1H-pyrrolo[3,2-C]pyridine